tert-butyl (R,E)-3-(4-(3H-[1,2,3]triazolo[4,5-b]pyridin-3-yl)-N-(7-(3-amino-3-oxoprop-1-en-1-yl)isoquinolin-1-yl)-2-fluorobenzamido)piperidine-1-carboxylate N1=NN(C2=NC=CC=C21)C2=CC(=C(C(=O)N(C1=NC=CC3=CC=C(C=C13)\C=C\C(=O)N)[C@H]1CN(CCC1)C(=O)OC(C)(C)C)C=C2)F